Ethyl 2-((3-(benzyloxy)-5-(1-((tert-butyldimethylsilyl) oxy) propyl)-2-oxopyrrolidin-1-yl) amino)-2-iminoacetate C(C1=CC=CC=C1)OC1C(N(C(C1)C(CC)O[Si](C)(C)C(C)(C)C)NC(C(=O)OCC)=N)=O